N-carbamoylimino-5-(1-methyl-1H-pyrazol-4-yl)-2-naphthamide C(N)(=O)N=NC(=O)C1=CC2=CC=CC(=C2C=C1)C=1C=NN(C1)C